C[C@@H]1N(CCN(C1)C)CC1=CC=C(C=C1)B1OC(C(O1)(C)C)(C)C (S)-2,4-dimethyl-1-(4-(4,4,5,5-tetramethyl-1,3,2-dioxaborolan-2-yl)benzyl)piperazine